(1-(but-3-en-1-yloxy)-4-hydroxy-2-oxo-1,2-dihydroquinoline-3-carbonyl)glycine C(CC=C)ON1C(C(=C(C2=CC=CC=C12)O)C(=O)NCC(=O)O)=O